CC1=NOC(=C1)C1=CC=2N=C(N=C(C2O1)N1CCOCC1)N1N=C(C=C1)C=1C=C(C=CC1)C 6-(3-methylisoxazol-5-yl)-4-morpholino-2-(3-(m-tolyl)-1H-pyrazol-1-yl)furo[3,2-d]pyrimidine